5,5'-heptamethylenebis(1H-tetrazole) N1N=NN=C1CCCCCCCC1=NN=NN1